N-[2-(benzylsulfonyloxy)phenyl]-N'-[3-(benzylsulfonyloxy)phenyl]urea C(C1=CC=CC=C1)S(=O)(=O)OC1=C(C=CC=C1)NC(=O)NC1=CC(=CC=C1)OS(=O)(=O)CC1=CC=CC=C1